5-methylphenylboric acid CC=1C=CC=C(C1)OB(O)O